[(dimethylamino)methyl]triacont-9-enoate CN(C)COC(CCCCCCCC=CCCCCCCCCCCCCCCCCCCCC)=O